ClCCOC1=CC(=CC2=C1N(C(N2)=O)C)NC2=NC(=NC=C2Cl)Cl 7-(2-chloroethoxy)-5-((2,5-dichloropyrimidin-4-yl)amino)-1-methyl-1,3-dihydro-2H-benzo[d]imidazol-2-one